OC[C@H](C[C@H]1C(NCC1)=O)NC([C@H](CC(C)C)NC(OC(C1=CC=CC=C1)C1CCC(CC1)(F)F)=O)=O (4,4-Difluorocyclohexyl)(phenyl)methyl ((S)-1-(((S)-1-hydroxy-3-((S)-2-oxopyrrolidin-3-yl)propan-2-yl)amino)-4-methyl-1-oxopentan-2-yl)carbamate